ethyl 2-cyanoacrylate C(#N)C(C(=O)OCC)=C